O.C(CC(O)(C(=O)[O-])CC(=O)[O-])(=O)[O-].C(CC(O)(C(=O)O)CC(=O)O)(=O)O.[Na+].[Na+].[Na+] trisodium dicitrate hydrate